tert-Butyl N-[2-[[2-[[tert-butyl(dimethyl)silyl]oxymethyl]-7-fluoro-2,3-dihydro-1H-inden-5-yl]oxy]propyl]carbamate [Si](C)(C)(C(C)(C)C)OCC1CC2=C(C=C(C=C2C1)OC(CNC(OC(C)(C)C)=O)C)F